C1(CC1)C1=NN(C=C1[N+](=O)[O-])[C@@H]1[C@H](C1)C(=O)OCC ethyl (1S,2S)-2-(3-cyclopropyl-4-nitro-pyrazol-1-yl)cyclopropanecarboxylate